thiomorpholine-4-oxide [NH+]1(CCSCC1)[O-]